C(C)(C)(C)OC(=O)N1CCC=2C=C(C(=NC2C1)OCC1=C(C=C(C=C1)C#N)F)Cl chloro-2-((4-cyano-2-fluorobenzyl)oxy)-5,8-dihydro-1,7-naphthyridine-7(6H)-carboxylic acid tert-butyl ester